FC(C1=C(C=C(C(=N1)C1=C(C(=O)O)C=CC(=C1)C([2H])([2H])[2H])OC)F)F 2-(6-(Difluoromethyl)-5-fluoro-3-methoxypyridin-2-yl)-4-(methyl-d3)benzoic acid